COC(=O)C=1N(N=CC1)CCCN(C(CN=[N+]=[N-])=O)CC(=O)N.CN1N=C(C=CC1=O)C=1C(=NC=CN1)C(C)NC(C1=CC(=CC(=C1)C(F)(F)F)C(F)(F)F)=O N-[1-[3-(1-methyl-6-oxo-pyridazin-3-yl)pyrazin-2-yl]ethyl]-3,5-bis(trifluoromethyl)benzamide methyl-2-[3-[(2-amino-2-oxo-ethyl)-(2-azidoacetyl)amino]propyl]pyrazole-3-carboxylate